7-chloro-6-fluoro-1H-indole-2-carboxylic acid ClC=1C(=CC=C2C=C(NC12)C(=O)O)F